C(C)C1=C2C(=CC(=CC2=CC=C1F)O)C1=C(C=2N=C(N=C(C2C(=N1)OC)CC(C)(C)O)OC[C@]12CCCN2C[C@@H](C1)F)F 5-ethyl-6-fluoro-4-[8-fluoro-2-{[(2R,7aS)-2-fluorotetrahydro-1H-pyrrolizin-7a(5H)-yl]methoxy}-4-(2-hydroxy-2-methylpropyl)-5-methoxypyrido[4,3-d]pyrimidin-7-yl]naphthalen-2-ol